ClC=1C(=C(C(=CC1)O)C1CC(N(C1)CCCO)=O)C=C 4-(3-chloro-6-hydroxy-2-vinylphenyl)-1-(3-hydroxypropyl)pyrrolidin-2-one